S1(CC2(NC(C3=C1C=CS3)=O)CC2)(=O)=O 2'H-spiro[cyclopropane-1,3'-thieno[2,3-f][1,4]thiazepin]-5'(4'H)-one 1',1'-dioxide